ClC1=CC(=NC(=N1)N1N=C(C=C1C)C)N(C(OC(C)(C)C)=O)C1CCC(CC1)(F)F tert-butyl (6-chloro-2-(3,5-dimethyl-1H-pyrazol-1-yl)pyrimidin-4-yl)(4,4-difluorocyclohexyl)carbamate